FC1=C(C=CC=C1S(=O)(=O)C)NC1=NC=C(C(=N1)C1=CNC2=C(C=CC=C12)NC([C@@H](CC)N1CCN(CC1)C)=O)C (R)-N-(3-(2-((2-fluoro-3-(methylsulfonyl)phenyl)amino)-5-methyl-pyrimidin-4-yl)-1H-indol-7-yl)-2-(4-methylpiperazin-1-yl)butanamide